(Z)-4-bromostyryl (p-tolyl) thioether C1(=CC=C(C=C1)S\C=C/C1=CC=C(C=C1)Br)C